C(C)(C)(C)[S@](=O)N([C@@H](C)C=1N=C(SC1)C(=O)C1=CN(C2=CC(=CC=C12)F)C(=O)OC(C)(C)C)C tert-butyl 3-(4-((S)-1-(((S)-tert-butylsulfinyl)(methyl)amino)ethyl)thiazole-2-carbonyl)-6-fluoro-1H-indole-1-carboxylate